2-(2-fluorophenyl)-N-((2S)-1-oxo-1-(((2S)-5,5,5-trifluoro-1-hydroxy-1-(thiazol-2-yl)pentan-2-yl)amino)propan-2-yl)thiazole-5-carboxamide FC1=C(C=CC=C1)C=1SC(=CN1)C(=O)N[C@H](C(N[C@H](C(C=1SC=CN1)O)CCC(F)(F)F)=O)C